C(C1=CC=CC=C1)NC(=O)[C@]12[C@@H]([C@@H]3[C@H](C(N1)CC)[C@@H](CN3CC3=CC=CC=C3)C2)CC(C)C |o1:10,11,12,13,18| (3S*,3aS*,6S*,7R*,7aS*)-N,1-dibenzyl-4-ethyl-7-isobutyloctahydro-6H-3,6-methanopyrrolo[3,2-c]pyridine-6-carboxamide